ClC1=C(C=2N=C(N=C(C2C=N1)N1CCCOC2CC12)OC([2H])([2H])[C@]12CCCN2C[C@@H](C1)F)F 6-(7-Chloro-8-fluoro-2-(((2R,7aS)-2-fluorotetrahydro-1H-pyrrolizin-7a(5H)-yl)methoxy-d2)pyrido[4,3-d]pyrimidin-4-yl)-2-oxa-6-azabicyclo[5.1.0]octane